cis-2-Aminomethylcyclopentanecarboxylic acid NC[C@@H]1[C@@H](CCC1)C(=O)O